lithium carbonate cobalt [Co+2].C([O-])([O-])=O.[Li+]